N12CC(C(CC1)CC2)OC(C(CCS(=O)C)(C2=CC=CC=C2)CO)=O 2-hydroxymethyl-4-methylsulfinyl-2-phenyl-butanoic acid 1-aza-bicyclo[2.2.2]oct-3-yl ester